2-((1r,2r)-1-(2-cyanophenyl)-1-(3-fluoro-1-methyl-1H-pyrazol-4-yl)propan-2-yl)-5-hydroxy-N-(isoxazol-4-yl)-1-methyl-6-oxo-1,6-dihydropyrimidine-4-carboxamide C(#N)C1=C(C=CC=C1)[C@@H]([C@@H](C)C=1N(C(C(=C(N1)C(=O)NC=1C=NOC1)O)=O)C)C=1C(=NN(C1)C)F